CN1C(COC2=C1C=CC=C2)=O 4-methyl-1,4-benzoxazin-3-one